amino-N-[2-(3-methoxyphenoxy)-5-fluorophenyl]-acetamide NCC(=O)NC1=C(C=CC(=C1)F)OC1=CC(=CC=C1)OC